3-(1-Piperidinyl)propionic acid N1(CCCCC1)CCC(=O)O